CN1C2=C(OCC1)C=C(C=C2)C=2C(=C1C(=CN2)N(C=C1)CC1CCN(CC1)C)C1=CC=C(C#N)C=C1 4-(5-(4-methyl-3,4-dihydro-2H-benzo[b][1,4]oxazin-7-yl)-1-((1-methylpiperidin-4-yl)methyl)-1H-pyrrolo[2,3-c]pyridin-4-yl)benzonitrile